Cl.NCC[N+](C)(C)C (2-aminoethyl)trimethylammonium hydrochloride